C(C1=CC=CC=C1)OC(=O)N1C2C(CC(C1)C=C2)C(=O)O 2-benzyloxycarbonyl-2-azabicyclo[2.2.2]oct-7-ene-6-carboxylic acid